((3r,4r,6r)-6-((S)-1-(4-fluorophenyl)-1,2,3,4-tetrahydroisoquinoline-2-carbonyl)-4-hydroxytetrahydro-2H-pyran-3-yl)carbamic acid tert-butyl ester C(C)(C)(C)OC(N[C@@H]1CO[C@H](C[C@H]1O)C(=O)N1[C@H](C2=CC=CC=C2CC1)C1=CC=C(C=C1)F)=O